2-hydroxyethyl-N-methylformamide OCCN(C=O)C